C(C=C)(=O)OCCC(C)(CCOC(C=C)=O)N=C=O 1,1-bis(acryloyloxyethyl)ethyl isocyanate